6-[(oxolan-3-yl)methyl]-4-{[(3S)-piperidin-3-yl]amino}pyrido[3,2-d]pyrimidine-8-carboxamide O1CC(CC1)CC=1C=C(C=2N=CN=C(C2N1)N[C@@H]1CNCCC1)C(=O)N